tert-butyl 2-chlorospiro[4,5-dihydrothieno[2,3-c]pyran-7,4'-piperidine]-1'-carboxylate ClC1=CC2=C(S1)C1(CCN(CC1)C(=O)OC(C)(C)C)OCC2